tert-butyl 2-fluoro-5-(3-fluoro-3-((4-(7-isopropoxy-6-(pyrazolo[1,5-a]pyrimidine-3-carboxamido)imidazo[1,2-a]pyridin-2-yl)piperazin-1-yl)methyl)azetidin-1-yl)benzoate FC1=C(C(=O)OC(C)(C)C)C=C(C=C1)N1CC(C1)(CN1CCN(CC1)C=1N=C2N(C=C(C(=C2)OC(C)C)NC(=O)C=2C=NN3C2N=CC=C3)C1)F